C(#N)C=1C(=NC(=CC1C(F)(F)F)C)N[C@@H]1C(N(C2=C(N=CC1)C(=CC=C2)F)C)=O (S)-4-((3-cyano-6-methyl-4-(trifluoromethyl)pyridin-2-yl)amino)-10-fluoro-6-methyl-5-oxo-3,4,5,6-tetrahydrobenzo[b][1,4]diazocin